COC1=CC=C(CC2(N=C3N(C(NC4=C3N=CC(=C4)N4CCOCC4)=O)C2)C(C)C)C=C1 (4-methoxybenzyl)-8-(morpholin-4-yl)-2-(propan-2-yl)-2,6-diHydroimidazo[1,2-c]Pyrido[2,3-e]Pyrimidin-5(3H)-one